Bis(2,3,5,6-tetrafluorophenyl) glutarate C(CCCC(=O)OC1=C(C(=CC(=C1F)F)F)F)(=O)OC1=C(C(=CC(=C1F)F)F)F